C(C)OC=1C=C(C=CC1C=1NC(C2=C(N1)NN=N2)=O)C2=CC(=CC(=C2)O)O[C@H](C(=O)O)CC (S)-2-((3'-ethoxy-5-hydroxy-4'-(7-oxo-6,7-dihydro-3H-[1,2,3]triazolo[4,5-d]pyrimidin-5-yl)-[1,1'-biphenyl]-3-yl)oxy)butanoic acid